CC1(N(CC(C1)C(=O)N)C1=NC(=CC(=C1)C(F)(F)F)C)C(=O)N methyl-1-(6-methyl-4-(trifluoromethyl)pyridin-2-yl)pyrrolidine-2,4-dicarboxamide